NCCCNCCS(=O)(=O)O N-(3-aminopropyl)-2-aminoethyl-sulfonic acid